CC=1C=C(C=CC(=O)[O-])C=CC1OC 3-methyl-p-methoxycinnamate